C(C)(C)(C)OC(=O)N1C(CN(CC1C)C1=NC=C(C=N1)OCC1=CC=CC=C1)C.CC1=CC=C(C=CC)C=C1 p-methyl-β-methyl-styrene tert-butyl-4-(5-(benzyloxy)pyrimidin-2-yl)-2,6-dimethylpiperazine-1-carboxylate